FC(C1=CC=C(C=C1)NC1=C2CCN(CC2=CC=C1)C(=O)C=1N=C(SC1)NS(=O)(=O)C)(F)F N-(4-(5-((4-(trifluoromethyl)phenyl)amino)-1,2,3,4-tetrahydroisoquinoline-2-carbonyl)thiazol-2-yl)methanesulfonamide